C(C=C)OCC(C)OC(COC=1C=CC(=C2C=CC=NC12)Cl)=O (5-chloro-8-quinolinoxy)acetic acid-1-allyloxy-prop-2-yl ester